2-[[7-amino-4-[3-cyano-1-[(4-methoxyphenyl)methyl]indazol-5-yl]-1-oxo-isoindolin-2-yl]methyl]prop-2-enamide NC=1C=CC(=C2CN(C(C12)=O)CC(C(=O)N)=C)C=1C=C2C(=NN(C2=CC1)CC1=CC=C(C=C1)OC)C#N